FC(C(=O)O)(F)F.CS(=O)(=O)N1CC(CC1)C(CC#N)N1N=CC(=C1)C=1C2=C(N=CN1)NC=C2 3-[1-(Methylsulfonyl)pyrrolidin-3-yl]-3-[4-(7H-pyrrolo[2,3-d]pyrimidin-4-yl)-1H-pyrazol-1-yl]propanenitrile trifluoroacetate Salt